3-(5-(3-(1-(o-tolyl)cyclopropyl)-1,2,4-oxadiazol-5-yl)-3-(trifluoromethyl)-1H-pyrazol-1-yl)propanoic acid C1(=C(C=CC=C1)C1(CC1)C1=NOC(=N1)C1=CC(=NN1CCC(=O)O)C(F)(F)F)C